2-methyl-5-isopropyl-pyrazine CC1=NC=C(N=C1)C(C)C